tert-butyl 4-(7-bromo-6-fluoro-8-methyl-4-(methylsulfinyl)-1H-[1,2,3]triazolo[4,5-c]quinolin-1-yl)piperidine-1-carboxylate BrC=1C(=CC=2C3=C(C(=NC2C1F)S(=O)C)N=NN3C3CCN(CC3)C(=O)OC(C)(C)C)C